FC(C)(F)C1(CC1)C(=O)O 1-(1,1-difluoroethyl)cyclopropane-1-carboxylic acid